2-(2-(4-(trifluoromethyl)benzylidene)hydrazino)-4-(4-(hydroxy)phenyl)thiazole FC(C1=CC=C(C=NNC=2SC=C(N2)C2=CC=C(C=C2)O)C=C1)(F)F